3,3',3''-((nitrilotris(methylene))tris(benzofuran-3,6-diyl))tris(2-(pyrrolidin-3-yl)propanoic acid) N(CC1=COC2=C1C=CC(=C2)CC(C(=O)O)C2CNCC2)(CC2=COC1=C2C=CC(=C1)CC(C(=O)O)C1CNCC1)CC1=COC2=C1C=CC(=C2)CC(C(=O)O)C2CNCC2